C1=CC=CC=2C3=CC=CC=C3N(C12)C(=O)OC1=CC(=CC(=C1)CNC)OC(=O)N1C2=CC=CC=C2C=2C=CC=CC12 3-(9H-carbazol-9-ylcarbonyloxy)-5-[(methylamino)methyl]phenyl 9H-carbazole-9-carboxylate